tert-Butyl (4-(4-amino-7-(2-(4-hydroxy-4-methylpiperidin-1-yl)ethyl)pyrrolo[2,1-f][1,2,4]triazin-5-yl)-2-methoxyphenyl)carbamate NC1=NC=NN2C1=C(C=C2CCN2CCC(CC2)(C)O)C2=CC(=C(C=C2)NC(OC(C)(C)C)=O)OC